2,4,6,8-tetramethyl-2,4,6,8-tetra[3-(oxiranylmethoxy)propyl]cyclotetrasiloxane C[Si]1(O[Si](O[Si](O[Si](O1)(CCCOCC1OC1)C)(CCCOCC1OC1)C)(CCCOCC1OC1)C)CCCOCC1OC1